(±)-1-[1-(6-{[1-(cyclopropylmethyl)-3-(4-fluorophenyl)-4-methoxy-1H-pyrazol-5-yl]amino}pyrimidin-4-yl)-3,5-dimethyl-1H-pyrazol-4-yl]ethanol C1(CC1)CN1N=C(C(=C1NC1=CC(=NC=N1)N1N=C(C(=C1C)[C@@H](C)O)C)OC)C1=CC=C(C=C1)F |r|